3-(1-amino-2,2,2-trifluoroethyl)bicyclo[1.1.1]pentan-1-amine hydrochloride Cl.NC(C(F)(F)F)C12CC(C1)(C2)N